tert-butyl 4,4-difluoro-2-(hydroxymethyl)pyrrolidine-1-carboxylate FC1(CC(N(C1)C(=O)OC(C)(C)C)CO)F